C(C)(C)C1=C(C=CC=C1)C1N(CCN(C1)CCC1=CC=C(C=C1)OC)C1NCC12CCC2 (2-(2-isopropylphenyl)-4-(4-methoxyphenylethyl)piperazin-1-yl)-2-azaspiro[3.3]Heptane